C12(CC(C1)C2)N2CC(N(S(C1=C2C=C(C(=C1)O\C=C(\C(=O)OCC)/F)SC)(=O)=O)C)CCCC(F)(F)F ethyl (Z)-3-((5-(bicyclo[1.1.1]pentan-1-yl)-2-methyl-7-(methylthio)-1,1-dioxido-3-(4,4,4-trifluorobutyl)-2,3,4,5-tetrahydrobenzo[f][1,2,5]thiadiazepin-8-yl)oxy)-2-fluoroacrylate